3-acetamido-5-phenyl-1-(4-vinylbenzyl)-1H-1,2,4-triazole C(C)(=O)NC1=NN(C(=N1)C1=CC=CC=C1)CC1=CC=C(C=C1)C=C